(S)-3-((tert-butyldiphenylsilyl)oxy)-2-((8-chloro-1-(2,6-dichloro-4-fluorophenyl)-2-methyl-4-oxo-1,4-dihydro-1,6-naphthyridin-5-yl)oxy)-N-methylpropanamide [Si](C1=CC=CC=C1)(C1=CC=CC=C1)(C(C)(C)C)OC[C@@H](C(=O)NC)OC1=C2C(C=C(N(C2=C(C=N1)Cl)C1=C(C=C(C=C1Cl)F)Cl)C)=O